N=1C(C(C=2C1C=CN2)=O)=O Pyrrolo-pyrrole-dione